C(C)(C)N1C(C2=C(C=C(C=C2C1)C1=C(N=C(S1)NC(C)=O)C)C)=O N-(5-(2-isopropyl-7-methyl-1-oxoisoindol-5-yl)-4-methylthiazol-2-yl)-acetamide